N-(3,5-difluorobenzyl)-N-(4-fluorobenzyl)-4-(3-(pyridin-4-ylmethyl)ureido)benzenesulfonamide FC=1C=C(CN(S(=O)(=O)C2=CC=C(C=C2)NC(=O)NCC2=CC=NC=C2)CC2=CC=C(C=C2)F)C=C(C1)F